5-bromo-1H-indol-2-aminium chloride [Cl-].BrC=1C=C2C=C(NC2=CC1)[NH3+]